5'-methyl-4-pentyl-2'-(prop-1-en-2-yl)-3-(thiophen-3-yl)-[1,1'-biphenyl]-2,6-diol CC=1C=CC(=C(C1)C=1C(=C(C(=CC1O)CCCCC)C1=CSC=C1)O)C(=C)C